N1(CCCCC1)N1C=2C(=CC=C1)N=CN2 4-piperidinyl-imidazo[4,5-b]pyridine